5-amino-4-(cyclopropylamino)-2-fluorobenzoic acid methyl ester COC(C1=C(C=C(C(=C1)N)NC1CC1)F)=O